C(C)(=O)O[C@H]1[C@H](O[C@H]([C@@H]([C@H]1OC(C)=O)OC(C)=O)OC=1C2=C(C=3[C@@H](CNC3C1)CCl)C=CC=C2)COC(C)=O (2R,3S,4S,5R,6S)-2-(Acetoxymethyl)-6-(((S)-1-(chloromethyl)-2,3-dihydro-1H-benzo[e]indol-5-yl)oxy)tetrahydro-2H-pyran-3,4,5-triyl triacetate